COC1=CC=C(C=C1)C=1C=CC2=C(C1)C1=CC(=CC=C1C=1N(C(=NC12)C1=CC=CC=C1)C1=CC=CC=C1)C1=CC=C(C=C1)OC 6,9-bis(4-methoxyphenyl)-1,2-diphenyl-1H-phenanthro[9,10-d]imidazole